4-trifluoromethoxyphenethylamine iodide salt [I-].FC(OC1=CC=C(CCN)C=C1)(F)F